tert-butyl 3-methyl-6-[6-(trifluoromethyl)-3-pyridyl]-3,4-dihydro-2H-pyridine-1-carboxylate CC1CN(C(=CC1)C=1C=NC(=CC1)C(F)(F)F)C(=O)OC(C)(C)C